ClC=1C=C2C(=NC=NC2=CC1C1=C(C=CC=C1)F)N1[C@H](CN(CC1)C1=C(C(=C(C(=C1S(=O)(=O)C)F)F)F)F)C (S)-6-chloro-7-(2-fluorophenyl)-4-(2-methyl-4-(2,3,4,5-tetrafluoro-6-(methylsulfonyl)phenyl)piperazin-1-yl)quinazoline